N1CCC2=CC=C(C=C12)/C=C/C1=NNC2=CC(=CC=C12)C1=NC(=NC=C1)N trans-4-(3-(2-(indolin-6-yl)vinyl)-1H-indazol-6-yl)pyrimidin-2-amine